BrC1=C(SC=C1)C(=O)N1CCN(CC1)C1=C(C=CC=C1)N(S(=O)(=O)C=1C=CC2=C(C(=C(S2)C(=O)O)C)C1)CCC1=CC=C(C=C1)C(F)(F)F 5-(N-(2-(4-(3-Bromothiophene-2-carbonyl)piperazin-1-yl)phenyl)-N-(4-(trifluoromethyl)phenethyl)sulfamoyl)-3-methylbenzothiophene-2-carboxylic acid